CN([C@H](CNC(C[C@H](CC(C)C)C1=CC=CC=C1)=O)CC1=CC2=C(NC(O2)=O)C=C1)C (3S)-N-[(2S)-2-(dimethylamino)-3-(2-oxo-2,3-dihydro-1,3-benzooxazol-6-yl)propyl]-5-methyl-3-phenylhexanamide